1-(4-(2-(1H-pyrrolo[2,3-b]pyridin-1-yl)ethyl)piperazin-1-yl)-2-(2,4-difluorophenyl)-3-(1H-1,2,4-triazol-1-yl)propan-2-ol butyl-(isononyl)cyclohexane-1,4-dicarboxylate C(CCC)C1C(CCC(C1)C(=O)O)(C(=O)O)CCCCCCC(C)C.N1(C=CC=2C1=NC=CC2)CCN2CCN(CC2)CC(CN2N=CN=C2)(O)C2=C(C=C(C=C2)F)F